(2-(aminomethyl)-6-chloro-4-fluorophenyl)methanol NCC1=C(C(=CC(=C1)F)Cl)CO